6-chloro-2-((tetrahydro-2H-pyran-4-yl)methyl)-1,2,3,4-tetrahydroisoquinoline ClC=1C=C2CCN(CC2=CC1)CC1CCOCC1